CSC1=C(C=O)C=CC(=C1)C1=NOC(=N1)C(F)(F)F 2-(methylsulfanyl)-4-[5-(trifluoromethyl)-1,2,4-oxadiazol-3-yl]benzaldehyde